NC1=NC=2C=CC(=CC2C2=C1[C@H](OC2)C)C(=O)N(CC)[C@H]2COCC1=C2C=CC(=C1)Br (3R)-4-amino-N-((4R)-7-bromo-3,4-dihydro-1H-2-benzopyran-4-yl)-N-ethyl-3-methyl-1,3-dihydrofuro-[3,4-c]quinoline-8-carboxamide